4-chloro-6-iodo-7-{[2-(trimethylsilyl)ethoxy]methyl}-7H-pyrrolo[2,3-d]pyrimidine ClC=1C2=C(N=CN1)N(C(=C2)I)COCC[Si](C)(C)C